bis(triethoxysiloxy)tin C(C)O[Si](O[Sn]O[Si](OCC)(OCC)OCC)(OCC)OCC